[O-2].[Ca+2].[Ca+2].[Ca+2].[O-2].[O-2] tricalcium oxide